FC(C=1N=C(N(C1)COCC[Si](C)(C)C)C1=CC=C(C=C1)CO)(F)F (4-(4-(trifluoromethyl)-1-((2-(trimethyl-silyl)ethoxy)methyl)-1H-imidazol-2-yl)phenyl)methanol